C1=NC=CC2=CC=C(C=C12)C1=CC(=NN1C)NC(=O)NC1=CC(=C(C=C1)CN1CCCCC1)C(F)(F)F 1-(5-(isoquinolin-7-yl)-1-methyl-1H-pyrazol-3-yl)-3-(4-(piperidin-1-ylmethyl)-3-(trifluoromethyl)phenyl)urea